ClC=1C(NN=CC1N1C[C@@H](CC1)OC1=NC(=CC(=C1)C=1C(=NN(C1C)CC1CCC1)C)F)=O (R)-4-chloro-5-(3-((4-(1-(cyclobutylmethyl)-3,5-dimethyl-1H-pyrazol-4-yl)-6-fluoropyridin-2-yl)oxy)pyrrolidin-1-yl)pyridazin-3(2H)-one